CC(=CCC)CC methylethylbutene